C(C(C(=O)O)Br)C(=O)O The molecule is a dicarboxylic acid that is succinic acid substituted at position 2 by a bromine atom. It is a dicarboxylic acid and a 2-bromocarboxylic acid. It derives from a succinic acid. It is a conjugate acid of a bromosuccinate.